ClC1=C(C(=O)N2CCN(CC2)CC(=O)N[C@H]2CNCC2)C=CC(=C1)NC=1C=2N(C=CN1)C(=CN2)C=2C(=NN(C2)CC(F)F)C(F)(F)F (R)-2-(4-(2-chloro-4-((3-(1-(2,2-difluoroethyl)-3-(trifluoromethyl)-1H-pyrazol-4-yl)imidazo[1,2-a]pyrazin-8-yl)amino)benzoyl)piperazin-1-yl)-N-(pyrrolidin-3-yl)acetamide